FC1=C(C=C(C(=O)O)C=C1)C(F)(F)F 4-Fluoro-3-(trifluoromethyl)benzoic acid